3,4-dichloropropiophenone C1=CC(=CC=C1C(=O)CCCl)Cl